C(C)(C)(C)C1N(C[C@H]([C@H]1OC1=NC(=NC2=C(C(=C(C=C12)C(F)(F)F)Br)F)Cl)F)C(=O)OC[C@@H]1[C@H]([C@H]([C@@](O1)(N1C=NC=2C(N)=NC=NC12)C([C@@H](N)CC1=CC=C(C=C1)O)=O)O)N tyrosyl-3'-deoxy-3'-aminoadenosine tert-butyl-(3S,4R)-3-[7-bromo-2-chloro-8-fluoro-6-(trifluoromethyl)quinazolin-4-yl]oxy-4-fluoro-pyrrolidine-1-carboxylate